C(C1=CC=CC=C1)OC1=NC(=CC=C1C1=NN(C2=CC(=CC=C12)N[C@H]1CC[C@H](CC1)NC(OC(C)(C)C)=O)C)OCC1=CC=CC=C1 tert-Butyl N-[cis-4-[[3-(2,6-dibenzyloxy-3-pyridyl)-1-methyl-indazol-6-yl]amino]cyclohexyl]carbamate